C(C)(C)(C)OC(NC1=NC(=C(C=C1)F)Cl)=O N-(6-chloro-5-fluoro-2-pyridinyl)carbamic acid tert-butyl ester